((4-methoxy-3,5-dimethylpyridin-2-yl)methyl)(6-methoxypyridin-2-yl)carbamic acid tert-butyl ester C(C)(C)(C)OC(N(C1=NC(=CC=C1)OC)CC1=NC=C(C(=C1C)OC)C)=O